CC1(OC(C2=CC=C(C(=C12)C)C)=O)C 3,3-dimethyldimethylisobenzofuran-1(3H)-one